NC=1N(N=C2CN(CCC21)C(=O)N(C)C)C(=O)C2CCNC1=CC=CC=C21 3-amino-N,N-dimethyl-2-(1,2,3,4-tetrahydro-quinoline-4-carbonyl)-4,5-dihydro-2H-pyrazolo[3,4-c]pyridine-6(7H)-carboxamide